eicosane-6,11-diol CCCCCC(CCCCC(CCCCCCCCC)O)O